N-(cyclopropyl(1-((2-(trimethylsilyl)ethoxy)methyl)-1H-benzo[d]imidazol-6-yl)methyl)-4,4,4-trifluorobutanamide C1(CC1)C(NC(CCC(F)(F)F)=O)C=1C=CC2=C(N(C=N2)COCC[Si](C)(C)C)C1